C1(CC1)NC1CCN(CC1)C=1C2=CN(N=C2C(=CC1)C(=O)NC=1N=C2N(C=C(N=C2CNS(=O)(=O)C(F)F)C)C1)C 4-[4-(cyclopropylamino)-1-piperidyl]-N-[8-[(difluoromethylsulfonylamino)methyl]-6-methyl-imidazo[1,2-a]pyrazin-2-yl]-2-methyl-indazole-7-carboxamide